FC1=C(C=CC=C1C(F)(F)F)[C@@H](C)NC(=O)C1=NN(C(C=C1)=O)C=1C=NC=C(C1)C1=CN=NN1C1CN(C1)C N-{(R)-1-[2-Fluoro-3-(trifluoromethyl)phenyl]ethyl}-1-{5-[1-(1-methyl-3-azetidinyl)-1H-1,2,3-triazol-5-yl]-3-pyridyl}-6-oxo-1,6-dihydropyridazine-3-carboxamide